methyl 5-acetamido-2,4-dichloro-benzoate C(C)(=O)NC=1C(=CC(=C(C(=O)OC)C1)Cl)Cl